BrC=1C=C(C(=NC1)[N+](=O)[O-])O[C@H](C)C1=CC=NC=C1 5-bromo-2-nitro-3-[(1R)-1-(pyridin-4-yl)ethoxy]pyridine